C(=O)O.NCC1CCN(CC1)C(=O)C1=C(C=C(NC=2C=3N(C=CN2)C(=CN3)C3=C(C(=C(OC2(CC2)C#N)C=C3)F)F)C=C1)C 1-[4-[8-[4-[4-(aminomethyl)piperidine-1-carbonyl]-3-methyl-anilino]imidazo[1,2-a]pyrazin-3-yl]-2,3-difluoro-phenoxy]cyclopropanecarbonitrile formate